N-(cyclopropylmethyl)-2-hydroxy-N,N-dimethylethanaminium bromide [Br-].C1(CC1)C[N+](CCO)(C)C